3,6-dibromo-[(anilino)methyl]-9H-carbazole-9-ethanol BrC=1C=C(C=2N(C3=CC=C(C=C3C2C1)Br)CCO)CNC1=CC=CC=C1